(methoxymethyl)melamine COCNC1=NC(=NC(=N1)N)N